O1CCC(=CC1)C1=CC2=C(N=CC(=C2NC2CNCC2)C(F)(F)F)N1 2-(3,6-dihydro-2H-pyran-4-yl)-N-(pyrrolidin-3-yl)-5-(trifluoromethyl)-1H-pyrrolo[2,3-b]pyridin-4-amine